FC(C1NCCC1)F 2-(difluoromethyl)pyrrolidine